3-(3,6-di-tert-butyl-9H-carbazol-9-yl)-5-(2,4,4-trimethylpentan-2-yl)biphenyl-2-ol C(C)(C)(C)C=1C=CC=2N(C3=CC=C(C=C3C2C1)C(C)(C)C)C1=C(C(=CC(=C1)C(C)(CC(C)(C)C)C)C1=CC=CC=C1)O